N-(4-((2-amino-3-(3,6-dihydro-2H-pyran-4-yl)pyridin-4-yl)oxy)-3-fluorophenyl)-1-phenyl-5-(trifluoromethyl)-1H-pyrazole-4-carboxamide NC1=NC=CC(=C1C=1CCOCC1)OC1=C(C=C(C=C1)NC(=O)C=1C=NN(C1C(F)(F)F)C1=CC=CC=C1)F